C(=CC)[Si](OCC)(C)C propenyl-dimethylethoxysilane